propylene glycol diglycidyl ether C(C1CO1)OCC(C)OCC1CO1